zinc-cobalt-zinc [Zn].[Co].[Zn]